1-phenylindole-2-carboxylic acid C1(=CC=CC=C1)N1C(=CC2=CC=CC=C12)C(=O)O